CC1=C(C=C(C(=O)NCC2=NC=C3C=CC(=NC3=C2)C2=NC(=CC=C2)N2CC(OCC2)C(F)(F)F)C=C1)S(=O)(=O)C 4-methyl-3-(methylsulfonyl)-N-((2-(6-(2-(trifluoromethyl)morpholino)pyridin-2-yl)-1,6-naphthyridin-7-yl)methyl)benzamide